C(=O)C1=C(C=CC=C1)OB(O)O formylphenyl-boric acid